2-[4-(benzyloxy)-7-(2-fluoroethyl)indol-3-yl]-N,N-dimethylglyoxylamide C(C1=CC=CC=C1)OC1=C2C(=CNC2=C(C=C1)CCF)C(C(=O)N(C)C)=O